FC1=C2C(=NN=C(C2=C(C(=C1F)F)F)C1=C(C=C(C=C1)C(F)(F)F)C(F)(F)F)C1=C(C=C(C=C1)C(F)(F)F)C(F)(F)F 5,6,7,8-tetrafluoro-1,4-bis(2,4-bistrifluoromethylphenyl)phthalazine